butoxydodecane C(CCC)OCCCCCCCCCCCC